O=C1C([N+](=O)[O-])C(=C(C=C1[N+](=O)[O-])[N+](=O)[O-])O ketopicric acid